2-hydroxy-1,2-bis(2-methylphenyl)ethanone OC(C(=O)C1=C(C=CC=C1)C)C1=C(C=CC=C1)C